ClC=1C=C2C(=CC(=NC2=CC1)C(F)(F)F)NCC1(CN(C1)C(=O)N)C1=CC(=NC=C1)Cl 3-(((6-chloro-2-(trifluoromethyl)quinolin-4-yl)amino)methyl)-3-(2-chloropyridin-4-yl)azetidine-1-carboxamide